2-(4,6-bis(trifluoromethyl)pyridin-2-yl)-N-(3,4-difluoro-phenyl)-N-methyl-5-oxopyrazolidine-3-carboxamide FC(C1=CC(=NC(=C1)C(F)(F)F)N1NC(CC1C(=O)N(C)C1=CC(=C(C=C1)F)F)=O)(F)F